((2-(4-(1,2-bis(4-hydroxyphenyl)but-1-en-1-yl)phenoxy)ethyl)amino)methanol OC1=CC=C(C=C1)C(=C(CC)C1=CC=C(C=C1)O)C1=CC=C(OCCNCO)C=C1